C(=O)(OC(C)(C)C)C(=C(C(=O)N)C)CCCN 3-BOC-aminopropyl-methacrylamide